C(C)(C)(C)OC(N[C@H]1C2N(CC1CC2)C(=O)C2=CC1=C(C(=C(O1)C1=CC=3C(=NC(=CC3)C(C)=O)N1CC1CC1)C)C(=C2)OC)=O tert-Butyl-((7R)-2-(2-(6-acetyl-1-(cyclopropylmethyl)-1H-pyrrolo[2,3-b]pyridin-2-yl)-4-methoxy-3-methylbenzofuran-6-carbonyl)-2-azabicyclo[2.2.1]heptan-7-yl)carbamate